ClC1=C(C=C2N=CC=NC2=C1)CNC=1C=NC=C(C1O[C@H]1CNCC1)C(F)(F)F (R)-N-((7-chloroquinoxalin-6-yl)methyl)-4-(pyrrolidin-3-yloxy)-5-(trifluoromethyl)pyridin-3-amine